ClC=1N=C2SC=CN2C1S(=O)(=O)Cl 6-chloroimidazo[2,1-b]thiazol-5-sulfonyl chloride